FC1([C@H](NCC1)C(=O)O)F 3,3-difluoroproline